2-(4-(((1R,2R)-2-hydroxycyclohexyl)amino)pyrido[3,4-d]pyridazin-1-yl)-5-(trifluoromethyl)phenol O[C@H]1[C@@H](CCCC1)NC=1N=NC(=C2C1C=NC=C2)C2=C(C=C(C=C2)C(F)(F)F)O